(E)-5-(2,2-dimethyl-1,3-dioxolan-4-yl)-3-oxo-2-((6-(piperidin-1-yl)naphthalen-2-yl)methylene)valeronitrile CC1(OCC(O1)CCC(/C(/C#N)=C/C1=CC2=CC=C(C=C2C=C1)N1CCCCC1)=O)C